N2-tert-butyl-6-cyclopropyl-7-[4-(trifluoromethoxy)phenyl]-3,4-dihydropyrrolo[1,2-a]pyrazine-2,8(1H)-dicarboxamide C(C)(C)(C)NC(=O)N1CC=2N(CC1)C(=C(C2C(=O)N)C2=CC=C(C=C2)OC(F)(F)F)C2CC2